NC1=NC=NC=2C3=C(\C(\C(C12)(C)C)=N/OC)C=C(C=C3)O (6Z)-4-amino-6-methoxyimino-5,5-dimethyl-benzo[h]quinazolin-8-ol